ClC=1C(=C(C=CC1)C1=NNC2=NC(=C(N=C21)C)N2CCC1([C@@H]([C@@H](OC1)C)N)CC2)F (3S,4S)-8-[3-(3-chloro-2-fluorophenyl)-5-methyl-1H-pyrazolo[3,4-b]pyrazin-6-yl]-3-methyl-2-oxa-8-azaspiro[4.5]decan-4-amine